tert-butyl 4-(4-((6-cyano-8-(2,3-dihydro-1H-inden-1-yl)-7-oxo-7,8-dihydropyrido[2,3-d]pyrimidin-2-yl)amino)phenyl)piperazine-1-carboxylate C(#N)C1=CC2=C(N=C(N=C2)NC2=CC=C(C=C2)N2CCN(CC2)C(=O)OC(C)(C)C)N(C1=O)C1CCC2=CC=CC=C12